(4-(4-bromobut-2-yn-1-yl)piperazin-1-yl)(4-((5-chloro-4-(methylamino)pyrimidin-2-yl)amino)-3-methoxyphenyl)methanone BrCC#CCN1CCN(CC1)C(=O)C1=CC(=C(C=C1)NC1=NC=C(C(=N1)NC)Cl)OC